OC1CCC(N(C1)C(=O)C1=CC=C2N=CC(=NC2=C1)C=1C=C2C=CN(C(C2=CC1)=O)C)C 6-(7-((5-hydroxy-2-methyl-1-piperidinyl)carbonyl)-2-quinoxalinyl)-2-methyl-1(2H)-isoquinolinone